Bicyclo[2.2.1]hept-5-en-2-yl-(tert-butoxy)dimethoxysilane C12C(CC(C=C1)C2)[Si](OC)(OC)OC(C)(C)C